6-[(4-Methylchinolin-2-yl)amino]pyridin CC1=CC(=NC2=CC=CC=C12)NC1=CC=CC=N1